BrC=1C=C(C=CC1NC1=CC=C(C=C1)C(F)(F)F)S(=O)(=O)N(C)CC1=CC=C(C=C1)OC 3-bromo-N-(4-methoxybenzyl)-N-methyl-4-((4-(trifluoromethyl)phenyl)amino)benzenesulfonamide